FC(N(C(C(F)(F)F)(F)F)C(C(F)(F)F)(F)F)(F)F perfluoro-N,N-diethylmethylamine